N1=CNCC2=C1C=CS2 3,4-DIHYDROTHIENO[3,2-D]PYRIMIDINE